ClC1=CC=C(C=C1)NC(=O)C=1N=C(OC1)C1C(C2CCC1O2)CC=CCCC(=O)O 6-[3-[4-[[(4-chlorophenyl)amino]carbonyl]-2-oxazolyl]-7-oxabicyclo[2.2.1]hept-2-yl]-4-hexenoic acid